ClC1=CC=C(C=C1)C1=C(CCC(C1)(C)C)CN1CCN(CC1)C(=O)C=1C=C2C(N(C(C2=CC1)=O)C1C(NC(CC1)=O)=O)=O 5-(4-((4'-chloro-5,5-dimethyl-3,4,5,6-tetrahydro-[1,1'-biphenyl]-2-yl)methyl)piperazine-1-carbonyl)-2-(2,6-dioxopiperidin-3-yl)isoindoline-1,3-dione